O=C1NC(CCC1N1C(C2=CC=C(C=C2C1=O)N1CCN(CC1)CC1(CCN(CC1)C(=O)OC(C)(C)C)F)=O)=O tert-butyl 4-[[4-[2-(2,6-dioxo-3-piperidyl)-1,3-dioxo-isoindolin-5-yl]piperazin-1-yl]methyl]-4-fluoro-piperidine-1-carboxylate